C(C)(C)(C)OC(=O)N1CCC(CC1)C(=O)C=1OC(=CN1)C1=CC=CC=C1 4-(5-phenyl-oxazole-2-carbonyl)piperidine-1-carboxylic acid tert-butyl ester